(+)-2-Fluoro-3-hydroxy-2-(m-tolyl)-2,3-dihydro-1H-inden-1-one FC1(C(C2=CC=CC=C2C1O)=O)C=1C=C(C=CC1)C